FC=1C=C(C2=C(N=C(S2)NC(=O)C23CCCC(CCC2)(C3)C)C1)F N-(5,7-difluoro-1,3-benzothiazol-2-yl)-5-methylbicyclo[3.3.1]nonane-1-carboxamide